OC1C(CN(CC1)C(=O)OC(C)(C)C)C tert-butyl 4-hydroxy-3-methylpiperidine-1-carboxylate